2'-(2-(2-hydroxypropan-2-yl)pyrimidin-5-yl)-2,3,6',8'-tetrahydrospiro[indene-1,9'-pyrido[3',2':4,5]imidazo[2,1-c][1,4]oxazin]-3-ol OC(C)(C)C1=NC=C(C=N1)C=1C=CC=2N=C3COCC4(N3C2N1)CC(C1=CC=CC=C14)O